CN1CCC(CC1)OC1=CC(=CC=C1)[N+](=O)[O-] 1-methyl-4-(3-nitrophenoxy)piperidine